3-(1-(4-chloro-2-fluorophenyl)piperidin-4-yl)-1-methyl-1H-1,2,4-triazol-5-amine ClC1=CC(=C(C=C1)N1CCC(CC1)C1=NN(C(=N1)N)C)F